C1(=CC=CC=C1)C=1C=C2CCC(CC2=CC1)=CC=1C=C2N=CC=NC2=CC1 6-phenyl-2-(quinoxalin-6-ylmethylene)-3,4-dihydronaphthalen